N-(5-cyano-6-(2H-1,2,3-triazol-2-yl)pyridin-3-yl)-1-(1-methylindolin-4-yl)-5-(trifluoromethyl)-1H-pyrazole-4-carboxamide C(#N)C=1C=C(C=NC1N1N=CC=N1)NC(=O)C=1C=NN(C1C(F)(F)F)C1=C2CCN(C2=CC=C1)C